N-(2-(3,7-dimethyl-2,6-dioxo-2,3,6,7-tetrahydro-1H-purin-1-yl)ethyl)nicotinamide CN1C(N(C(C=2N(C=NC12)C)=O)CCNC(C1=CN=CC=C1)=O)=O